C(O)NC(=O)N monomethylolurea